C(C)(=O)NC1=CC=C(C=N1)C#CC1=CC=C2CN(C(C2=C1)=O)[C@@H](C(=O)NC=1SC=CN1)C1=CC=CC=C1 |r| (2RS)-2-[6-[2-(6-acetamido-3-pyridinyl)ethynyl]-1-oxo-isoindolin-2-yl]-2-phenyl-N-thiazol-2-yl-acetamide